(E)-3-(2,2-dimethyl-4H-benzo[d][1,3]dioxin-7-yl)acrylic acid CC1(OCC2=C(O1)C=C(C=C2)/C=C/C(=O)O)C